N2,N2,N6,N6-tetrakis(2-methoxyethyl)-4-(4-(methoxymethyl)piperidin-1-yl)-8-(4-methoxypiperidin-1-yl)pyrimido[5,4-d]pyrimidine-2,6-diamine COCCN(C=1N=C(C2=C(N1)C(=NC(=N2)N(CCOC)CCOC)N2CCC(CC2)OC)N2CCC(CC2)COC)CCOC